1-(2,6-difluorobenzyl)-6-(1,1-difluoropropan-2-yl)-3-(trifluoromethyl)-1,4,5,6-tetrahydro-7H-pyrazolo[3,4-c]pyridin-7-one FC1=C(CN2N=C(C3=C2C(N(CC3)C(C(F)F)C)=O)C(F)(F)F)C(=CC=C1)F